ClC(=O)N1C(C(N(CC1)CCCN(C(OC(C)(C)C)=O)C)=O)=O tert-butyl (3-(4-(chlorocarbonyl)-2,3-dioxopiperazin-1-yl)propyl)(methyl)carbamate